C(C)(C)N1C(=NN=C1)C1=CC=CC(=N1)NC(C1=CC(C(=O)NC=2N(C=CC2)C)=CC=C1)=O N1-(6-(4-Isopropyl-4H-1,2,4-triazol-3-yl)pyridin-2-yl)-N3-(1-methyl-1H-pyrrol-2-yl)isophthalamide